F[C@@H]1C[C@@]2(CCCN2C1)C(=O)OC methyl (2R,7aS)-2-fluorotetrahydro-1H-pyrrolizine-7a(5H)-carboxylate